ClC1=C(CNCC2CCN(CC2)C(=O)OC(C)(C)C)C(=CC=C1)OCC tert-butyl 4-(((2-chloro-6-ethoxybenzyl)amino)methyl)piperidine-1-carboxylate